oxathiolimine O1S(CC=C1)=N